4-(5-((5-(8-cyanoquinolin-5-yl)-3-methyl-5,6-dihydropyrrolo[3,4-c]pyrazol-1(4H)-yl)methyl)-4-methylpyridin-2-yl)piperazine-1-carboxylic acid tert-butyl ester C(C)(C)(C)OC(=O)N1CCN(CC1)C1=NC=C(C(=C1)C)CN1N=C(C2=C1CN(C2)C2=C1C=CC=NC1=C(C=C2)C#N)C